ricinoleyl nervonate C(CCCCCCCCCCCCC\C=C/CCCCCCCC)(=O)OCCCCCCCC\C=C/C[C@H](O)CCCCCC